ONC(=O)[C@H]1OC2=C(C=CC=C2CC1)NC(OCC1=C(C=CC=C1)Cl)=O 2-Chlorobenzyl (S)-(2-(hydroxycarbamoyl)chroman-8-yl)carbamate